ClC=1C=C(C=CC1)CCC(=O)N1C2=C(OCC1)C(=CN=C2)C2=CC=C(C=C2)C#N 4-(4-(3-(3-chlorophenyl)propionyl)-3,4-dihydro-2H-pyrido[4,3-b][1,4]oxazin-8-yl)benzeneNitrile